CC1=C(C=CC(=C1)OC1=CC=CC=C1)NC1=NC2=CC=CC=C2C=C1 N-(2-methyl-4-phenoxyphenyl)quinolin-2-amine